4-(4-((S)-1-((5-(2,4-difluorophenoxy)pyrazin-2-yl)amino)-1-oxopropan-2-yl)-2,2-dimethylpiperazine-1-carbonyl)-2-((R)-1-hydroxyethyl)pyridine 1-oxide FC1=C(OC=2N=CC(=NC2)NC([C@H](C)N2CC(N(CC2)C(=O)C2=CC(=[N+](C=C2)[O-])[C@@H](C)O)(C)C)=O)C=CC(=C1)F